hexan-3-ol CCC(CCC)O